C(=O)([O-])C1=CC=C(C=C1)C(C1=CC=C(C=C1)C(=O)[O-])(C1=CC=C(C=C1)C(=O)[O-])C1=CC=C(C=C1)C(=O)[O-] tetrakis(4-carboxylatophenyl)methane